1,1,1-trimethyloloctadecane rac-tert-butyl-(2S,3S)-2-[(3-chloro-2-fluorophenyl)methyl]-4,4-difluoro-3-[(trifluoromethanesulfonyl)oxy]pyrrolidine-1-carboxylate C(C)(C)(C)OC(=O)N1[C@H]([C@@H](C(C1)(F)F)OS(=O)(=O)C(F)(F)F)CC1=C(C(=CC=C1)Cl)F.C(O)C(CCCCCCCCCCCCCCCCC)(CO)CO |r|